alpha-methyl-4-nitroacetoacetic acid chloride CC(C(=O)Cl)C(=O)C[N+](=O)[O-]